(R)-2-(6-(3-methylmorpholino)-1H-pyrazolo[3,4-b]pyridin-4-yl)propan-2-ol C[C@@H]1COCCN1C1=CC(=C2C(=N1)NN=C2)C(C)(C)O